NC1CCN(CC1)C(=O)C=1OC2=C(C1)C=C(C=C2)Cl (4-aminopiperidin-1-yl)(5-chlorobenzofuran-2-yl)methanone